4-(5-cyano-2-methoxyphenyl)-N-(5-(4-(difluoromethoxy)benzoyl)-5,6-dihydro-4H-pyrrolo[3,4-d]thiazol-2-yl)-6-methylnicotinamide C(#N)C=1C=CC(=C(C1)C1=CC(=NC=C1C(=O)NC=1SC2=C(N1)CN(C2)C(C2=CC=C(C=C2)OC(F)F)=O)C)OC